O1C=C(C=C1)C=1C(=CC2=CN(N=C2C1)CCC(C)(C)O)NC(=O)C=1N=C(SC1)C1=CC(=CC=C1)[N+](=O)[O-] N-(6-(furan-3-yl)-2-(3-hydroxy-3-methylbutyl)-2H-indazol-5-yl)-2-(3-nitrophenyl)thiazole-4-carboxamide